(2R)-N-{5-[(2,6-dichlorophenyl)methoxy]pyridin-2-yl}-2-acetamido-3-hydroxypropionamide ClC1=C(C(=CC=C1)Cl)COC=1C=CC(=NC1)NC([C@@H](CO)NC(C)=O)=O